C1(CC(C1)C(=O)O)C(=O)O 1,3-cyclobutanedicarboxylic acid